8-(3,4-difluorophenyl)-N-[(4S)-3,4-dihydro-2H-chromen-4-yl]-4-(dimethylamino)cinnoline-3-carboxamide Sodium mono-methyl-terephthalate COC(C1=CC=C(C(=O)[O-])C=C1)=O.[Na+].FC=1C=C(C=CC1F)C=1C=CC=C2C(=C(N=NC12)C(=O)N[C@H]1CCOC2=CC=CC=C12)N(C)C